4-chloro-7-methoxy-1H-pyrrolo[2,3-b]pyridin-7-ium ClC1=C2C(=[N+](C=C1)OC)NC=C2